cyclopropyl (R)-3-(4-amino-3-(4-((5-fluoro-2-methoxybenzamido)methyl)phenyl)-7-oxo-6,7-dihydro-1H-pyrrolo[2,3-d]pyridazin-1-yl)pyrrolidine-1-carboxylate NC=1C2=C(C(NN1)=O)N(C=C2C2=CC=C(C=C2)CNC(C2=C(C=CC(=C2)F)OC)=O)[C@H]2CN(CC2)C(=O)OC2CC2